piperazine adipate adipate C(CCCCC(=O)O)(=O)O.C(CCCCC(=O)O)(=O)O.N1CCNCC1